1-[8-fluoro-6-(7-fluoro-2-methyl-indazol-5-yl)imidazo[1,2-a]pyridin-2-yl]-N-methyl-2-oxabicyclo[2.1.1]hexan-4-amine FC=1C=2N(C=C(C1)C1=CC3=CN(N=C3C(=C1)F)C)C=C(N2)C21OCC(C2)(C1)NC